Cl.NCC#CC1=C(C(=O)OC)C=CC(=C1)NC(CCCC(=O)OCCOC1=CC=C(C=C1)C(=O)C1=CC=C(C=C1)C1=C(C=CC(=C1)C(NC1CC1)=O)C)=O methyl 2-(3-aminoprop-1-yn-1-yl)-4-(5-(2-(4-(5'-(cyclopropylcarbamoyl)-2'-methyl-[1,1'-biphenyl]-4-carbonyl)phenoxy)ethoxy)-5-oxopentanamido)benzoate hydrochloride